5-chloro-1'-[2-({2-[(1R) or (1S)-1-methanesulfonylethyl]pyrimidin-5-yl}oxy)ethyl]-1,2-dihydrospiro[indole-3,4'-piperidin]-2-one ClC=1C=C2C(=CC1)NC(C21CCN(CC1)CCOC=1C=NC(=NC1)[C@@H](C)S(=O)(=O)C)=O |o1:24|